C12CN(CC(CC1)N2)C=2C1=C(N=C(N2)OC[C@H]2N(CCC2)C)CN(CC1)C1=CC(=CC2=CC=CC(=C12)Br)O 4-(4-(3,8-diazabicyclo[3.2.1]octan-3-yl)-2-(((S)-1-methylpyrrolidin-2-yl)methoxy)-5,8-dihydropyrido[3,4-d]pyrimidin-7(6H)-yl)-5-bromonaphthalen-2-ol